ClC=1C=C2C(=NC(=NC2=CC1)CCl)C 6-chloro-2-(chloromethyl)-4-methylquinazoline